2,6-bis(4-dimethylaminobenzylidene)-4-methylcyclohexanone CN(C1=CC=C(C=C2C(C(CC(C2)C)=CC2=CC=C(C=C2)N(C)C)=O)C=C1)C